[I-].ClC1=C(C(=O)N2CCN(CC2)CC[N+](C)(C)C)C=CC(=C1)NC=1C=2N(C=CN1)C(=CN2)C2=C(C(=C(C=C2)OCC#N)F)F 2-[4-[2-chloro-4-[[3-[4-(cyanomethoxy)-2,3-difluorophenyl]imidazo[1,2-a]pyrazin-8-yl]amino]benzoyl]piperazin-1-yl]ethyl-trimethylazanium iodide